O=C1NC(CC[C@@H]1N1C(C2=C(C=C3C(=C2C1)OCC31CCN(CC1)C(=O)OC(C)(C)C)OC)=O)=O tert-butyl (S)-7-(2,6-dioxopiperidin-3-yl)-5-methoxy-6-oxo-7,8-dihydro-2H,6H-spiro[furo[2,3-e]isoindole-3,4'-piperidine]-1'-carboxylate